FC=1C(NC(N([C@H]2C[C@H](OC(C)=O)[C@@H](CO[Si](C)(C)C(C)(C)C)O2)C1)=O)=O 5-fluoro-3'-O-acetyl-5'-O-t-butyldimethylsilyl-2'-deoxyuridine